(5-((tetrahydro-2H-pyran-2-yl)oxy)pyridin-3-yl)methanol phenyl-N-[3,4-dimethyl-5-(morpholinomethyl)phenyl]carbamate C1(=CC=CC=C1)N(C(=O)OCC=1C=NC=C(C1)OC1OCCCC1)C1=CC(=C(C(=C1)CN1CCOCC1)C)C